1,4-Bis(pentadecyloxy)butane-2,3-diyl bis((3-(4-methylpiperazin-1-yl)propyl)-carbamate) CN1CCN(CC1)CCCNC(OC(COCCCCCCCCCCCCCCC)C(COCCCCCCCCCCCCCCC)OC(NCCCN1CCN(CC1)C)=O)=O